C(CCCCCCCCC)(=O)[O-].[Pd+2].C(CCCCCCCCC)(=O)[O-] palladium n-decanoate salt